2-(diphenylphosphino)propylamine C1(=CC=CC=C1)P(C(CN)C)C1=CC=CC=C1